2-(4-(((6-(cyclopropyl((6-(trifluoromethyl)pyridin-3-yl)methyl)amino)-5-fluoropyrimidin-4-yl)amino)methyl)-4-hydroxypiperidin-1-yl)acetamide C1(CC1)N(C1=C(C(=NC=N1)NCC1(CCN(CC1)CC(=O)N)O)F)CC=1C=NC(=CC1)C(F)(F)F